tetramethylammonium hydrogen fluoride salt F.C[N+](C)(C)C